iron cobalt nickel copper manganese molybdenum [Mo].[Mn].[Cu].[Ni].[Co].[Fe]